1-(4-trifluoromethylphenyl)-3-phenylurea FC(C1=CC=C(C=C1)NC(=O)NC1=CC=CC=C1)(F)F